C1(NC(N2N1C=CC=C2)=O)=O [1,2,4]triazolo[1,2-a]pyridazine-1,3(2H)-dione